(3-amino-1H-1,2,4-triazol-5-yl)-1,3,4-oxadiazol-2-amine NC1=NNC(=N1)C1=NN=C(O1)N